ethyl-5-iodo-4-methylbenzoic acid C(C)C1=C(C(=O)O)C=C(C(=C1)C)I